methyl 1-(tetrahydrofuran-3-yl)-1H-pyrazol-5-carboxylate O1CC(CC1)N1N=CC=C1C(=O)OC